ClC1=CC=C2C(=C(N3C(C2=C1OC1=CC=CC=C1)=NC=N3)C(=O)NCC(=O)O)O (9-chloro-6-hydroxy-10-phenoxy-[1,2,4]triazolo[5,1-a]isoquinoline-5-carbonyl)glycine